5-Bromo-2-vinylphenol BrC=1C=CC(=C(C1)O)C=C